ClC=1C=C(C=CC1)N1N=CC(=C1)C(C(=O)O)C 2-[1-(3-Chlorophenyl)-1H-pyrazol-4-yl]propanoic acid